COC1=CC=2C3=C(N(C2C=C1)S(=O)(=O)C)CCN(C3)C(=O)OC(C)(C)C Tert-butyl 8-methoxy-5-methanesulfonyl-3,4-dihydro-1H-pyrido[4,3-b]indole-2-carboxylate